methyl 2-(chloromethyl)-3-[(3S)-oxopropan-3-ylmethyl]-1,3-benzodiazole-5-carboxylate ClCC=1N(C2=C(N1)C=CC(=C2)C(=O)OC)CC(CC)=O